[Si](C)(C)(C(C)(C)C)OC(=C)[C@H]1CN(C[C@H](O1)C)C(=O)OC(C)(C)C tert-butyl (2R,6R)-2-(1-((tert-butyldimethylsilyl)oxy)vinyl)-6-methylmorpholine-4-carboxylate